1,6,11-trisaminoundecane NCCCCCC(CCCCCN)N